[N+](=O)([O-])C1=C2C=CC=NC2=C(C=C1)O 5-nitroquinolin-8-ol